tert-Butyl 3-(3-methoxy-3-oxopropanoyl)azetidine-1-carboxylate COC(CC(=O)C1CN(C1)C(=O)OC(C)(C)C)=O